C(C1=CC=CC=C1)OC[C@]1(C(C1)(F)F)CN1CCC(CC1)CCCC(=O)OCC Ethyl (R)-4-(1-((1-((benzyloxy)methyl)-2,2-difluorocyclopropyl)methyl)piperidin-4-yl)butanoate